CC(C)(C)NC(=O)[C@@H]1C[C@@H]2CCCC[C@@H]2CN1C[C@H]([C@H](CC3=CC=CC=C3)NC(=O)O[C@H]4CCOC4)O 2-[3-[3-(S)-[[(Tetrahydrofuranyloxy)carbonyl]amino]-4-phenyl-2(R)-hydroxybutyl]]-N-(1,1-dimethylethyl)decahydro-3-isoquinolinecarboxamide